[Cl-].C(CC)#N propanenitrile chloride salt